COC(=O)C1=C(CC(CC1)(C)C)OS(=O)(=O)C(F)(F)F 4,4-dimethyl-2-(trifluoromethylsulfonyloxy)cyclohex-1-enecarboxylic acid methyl ester